OC(C)(C)C1=NN=C(O1)C=O (5-(2-hydroxypropan-2-yl)-1,3,4-oxadiazol-2-yl)methanone